O(S(=O)(=O)C(F)(F)F)C1=NN(C(C2=CC=CC=C12)=O)C1=C(C=CC=C1)C(F)(F)F 4-oxo-3-(2-(trifluoromethyl) phenyl)-3,4-dihydro-phthalazin-1-yl triflate